BrC=1C(=NC(=CC1)C)N1CCC(CC1)C=1N(C(=NN1)N)C 5-(1-(3-bromo-6-methylpyridin-2-yl)piperidin-4-yl)-4-methyl-4H-1,2,4-triazol-3-amine